C(C)(C)(C)OC(=O)N[C@H](C(=O)O[C@@H]1COCC[C@H]1NC1=NN2C(C=N1)=C(C=C2C2=NC=C(C=C2)C2(CC2)C(F)F)F)C(C)C (3S,4R)-4-[(7-{5-[1-(difluoromethyl)cyclopropyl]pyridin-2-yl}-5-fluoropyrrolo[2,1-f][1,2,4]triazin-2-yl)amino]oxan-3-yl (2S)-2-[(tert-butoxycarbonyl)amino]-3-methylbutanoate